C1(=C(C=CC=C1)C1=C(C2=C([Se]C3=C2C=CC=C3)C=C1)C1=C(C(=C(C=C1)C1=CC=CC=C1)C1=CC=CC=C1)C1=NN=NC=C1)C=1C(=CC=CC1)C1=CC=CC=C1 (terphenylyl)[di(phenyl)triazineylphenyl]dibenzoselenophene